ClC1=C(C=C(C#N)C=C1)C=1NC2=CC(=C(C(=C2C(C1)=O)F)I)F 4-chloro-3-(5,7-difluoro-6-iodo-4-oxo-1,4-dihydroquinolin-2-yl)benzonitrile